8-((2-fluoro-5-(trifluoromethyl)benzoyl)-D-valyl)-4-(4-fluoro-phenyl)-2,8-diazaspiro[4.5]decane-2-carboxylic acid methyl ester COC(=O)N1CC2(C(C1)C1=CC=C(C=C1)F)CCN(CC2)C([C@H](NC(C2=C(C=CC(=C2)C(F)(F)F)F)=O)C(C)C)=O